8'-chloro-1'H,4'H-spiro[cyclopropane-1,3'-[1,4]oxazino[4,3-b]indazole]-9'-amine ClC=1C(=CC2=C3N(N=C2C1)CC1(OC3)CC1)N